N1C(CCC1)CC=1C(=C(C(=O)O)C=CC1)O.C(\C=C\CC)C1C(CCC1)=O 2-(trans-2-pentenyl)cyclopentanone (pyrrolidin-2-yl)methyl-hydroxybenzoate